C1(CC1)C(C(C1=CC(=C(C=C1)C)F)NC(=O)[C@H]1N(C[C@@H](C1)O)C([C@H](C(C)(C)C)N1N=NC(=C1)C1CC1)=O)O (2S,4R)-N-[2-cyclopropyl-1-(3-fluoro-4-methyl-phenyl)-2-hydroxy-ethyl]-1-[(2S)-2-(4-cyclopropyltriazol-1-yl)-3,3-dimethyl-butanoyl]-4-hydroxy-pyrrolidine-2-carboxamide